5-{2-amino-[1,2,4]triazolo[1,5-a]pyridin-7-yl}-N-{[2-fluoro-5-(trifluoromethoxy)phenyl](deutero)methyl}-2,6-dimethylpyridine-3-carboxamide NC1=NN2C(C=C(C=C2)C=2C=C(C(=NC2C)C)C(=O)NC([2H])C2=C(C=CC(=C2)OC(F)(F)F)F)=N1